BrCC1=C(C(=O)OC)C=CC(=N1)OC methyl 2-(bromomethyl)-6-methoxynicotinate